CC1=C(C(=O)NCCCC2=CC=C(C=C2)C=2C=C3C=NNC3=C(C2)C)C=CC=N1 2-methyl-N-(3-(4-(7-methyl-1H-indazol-5-yl)phenyl)propyl)nicotinamide